NCCCCCN1[C@H](CCC1)C=1C=NC=CC1 |o1:7| (R) or (S)-1-(5-aminopentyl)-2-(3-pyridyl)pyrrolidine